COC1=C(C=CC=C1)C1=CC(=CC=C1)C(=O)[O-] 2'-methoxy-[1,1'-biphenyl]-3-carboxylate